ferric silicate calcium salt [Ca+].[Si]([O-])([O-])([O-])[O-].[Fe+3]